5-[[4-[5-isobutyl-2-(2H-tetrazol-5-yl)-phenyl]piperazin-1-yl]methyl]-3-methyl-isoxazole C(C(C)C)C=1C=CC(=C(C1)N1CCN(CC1)CC1=CC(=NO1)C)C=1N=NNN1